CN1CCN(CC1)C1=CC=C(C=C1)NC=1N=C(C2=C(N1)NC=C2)N2OCC[C@H]2C2=CC=CC=C2 (S)-N-(4-(4-methylpiperazin-1-yl)phenyl)-4-(3-phenylisoxazolidin-2-yl)-7H-pyrrolo[2,3-d]pyrimidin-2-amine